N=1C=NC=2C1C1=CC=CN(C1=CC2)C(=O)[O-] 6H-imidazo[4,5-f]quinoline-6-carboxylate